(S)-hexan-2-yl 4-methylbenzenesulfonate CC1=CC=C(C=C1)S(=O)(=O)O[C@@H](C)CCCC